C(C1=CC=CC=C1)OC1=CC(=CC2=C1OC(O2)(C2=CC=CC=C2)C2=CC=CC=C2)C(=O)OC2=CC(=CC1=C2OC(O1)(C1=CC=CC=C1)C1=CC=CC=C1)C(=O)O 7-((7-(benzyloxy)-2,2-diphenylbenzo[d][1,3]dioxol-5-carbonyl)oxy)-2,2-diphenylbenzo[d][1,3]dioxol-5-carboxylic acid